tert-Butyl 4-(2-(diethylamino)ethoxy)phenethylcarbamate C(C)N(CCOC1=CC=C(CCNC(OC(C)(C)C)=O)C=C1)CC